1,4,5-trimethyl-6-oxopyridin CN1C=CC(=C(C1=O)C)C